C(C)(C)(C)OC(=O)N1C=CC2=CC=C(C=C12)CC#C 6-(prop-2-yn-1-yl)-1H-indole-1-carboxylic acid tert-butyl ester